COC=1C=C2C(=NC(=NC2=CC1OC)C)N 6,7-dimethoxy-2-methylquinazolin-4-amine